N-palmitoyl-N-methyl-β-alanine C(CCCCCCCCCCCCCCC)(=O)N(CCC(=O)O)C